(1R,3r,5S)-8-Methyl-8-azabicyclo[3.2.1]octan-3-yl 3-hydroxy-2-(4-methoxybenzyl)-2-phenylpropanoate OCC(C(=O)OC1C[C@H]2CC[C@@H](C1)N2C)(C2=CC=CC=C2)CC2=CC=C(C=C2)OC